ethyl (4aS,7aR)-1-benzyl-3-fluoro-2-oxo-octahydro-1H-cyclopenta[b]pyridine-4a-carboxylate C(C1=CC=CC=C1)N1[C@H]2[C@@](CC(C1=O)F)(CCC2)C(=O)OCC